ClC1=CC(=C(C=C1)S(=O)(=O)NC(C(=O)O)C(C)C1=C(C(=CC=C1F)C)C)NC 2-[4-chloro-2-(methylamino)benzenesulfonamido]-3-(6-fluoro-2,3-dimethylphenyl)butanoic acid